4-[2-(4-methoxyphenoxy)ethyl-methyl-amino]tetrahydropyran COC1=CC=C(OCCN(C2CCOCC2)C)C=C1